(2-Fluorobenzyl)-N-(1-phenethylpiperidin-4-yl)propanamide FC1=C(CC(C(=O)NC2CCN(CC2)CCC2=CC=CC=C2)C)C=CC=C1